1-cyclopropyl-4-[2-(2,3-dimethylphenyl)-2-[1-(triphenylmethyl)imidazol-4-yl]ethyl]-1,2,3-triazole C1(CC1)N1N=NC(=C1)CC(C=1N=CN(C1)C(C1=CC=CC=C1)(C1=CC=CC=C1)C1=CC=CC=C1)C1=C(C(=CC=C1)C)C